6-((3S,4S)-4-(3,4-dihydroisoquinolin-2(1H)-yl)-3-hydroxypiperidine-1-carbonyl)-2-(5,5-dimethyltetrahydrofuran-3-yl)-2H-benzo[b][1,4]oxazin-3(4H)-one C1N(CCC2=CC=CC=C12)[C@@H]1[C@H](CN(CC1)C(=O)C1=CC2=C(OC(C(N2)=O)C2COC(C2)(C)C)C=C1)O